ClC=1C=C2C=CN(C2=C(C1)C1=C2C(=NC=C1)C=C(S2)CN2C(N(C(=CC2=O)C)CC)=O)CC2(CCNCC2)C#N 4-((5-chloro-7-(2-((3-ethyl-4-methyl-2,6-dioxo-3,6-dihydropyrimidin-1(2H)-yl)methyl)thieno[3,2-b]pyridin-7-yl)-1H-indol-1-yl)methyl)piperidine-4-carbonitrile